C(#N)C1=CC=C2CC[C@@H](C2=C1)NC(=O)C1=CC2=C(N=C(S2)N2CCNCC2)C=C1 (S)-N-(6-cyano-2,3-dihydro-1H-inden-1-yl)-2-(piperazin-1-yl)benzo[d]thiazole-6-carboxamide